(S)-5-((1-(3-(4-(5-Chloropyrazin-2-yl)piperazin-1-yl)-3-oxopropoxy)-3-methoxypropan-2-yl)amino)-4-(trifluoromethyl)pyridazin-3(2H)-one ClC=1N=CC(=NC1)N1CCN(CC1)C(CCOC[C@H](COC)NC1=C(C(NN=C1)=O)C(F)(F)F)=O